N1=CC=C(C=C1)C1=CC=C2CC(NC2=C1)=O 6-(pyridin-4-yl)indolin-2-one